C(#N)CC(N1N=CC(=C1)C=1C2=C(N=CN1)NC=C2)C=2C=C(C=CC2)S(=O)(=O)NC2=CC=CC1=CC=CC=C21 3-{2-cyano-1-[4-(7H-pyrrolo-[2,3-d]pyrimidin-4-yl)-1H-pyrazol-1-yl]ethyl}-N-1-naphthylbenzenesulfonamide